[C].C=CCC butene carbon